1-benzyl-6-chloro-7-((3-methoxynaphthalen-1-yl)methyl)-5-oxo-8-(3-(trifluoromethyl)phenyl)-1,2,3,5-tetrahydroimidazo[1,2-a]pyridine-3-carboxylic acid C(C1=CC=CC=C1)N1CC(N2C1=C(C(=C(C2=O)Cl)CC2=CC(=CC1=CC=CC=C21)OC)C2=CC(=CC=C2)C(F)(F)F)C(=O)O